5-Fluoro-N-((8-fluoroquinoxalin-6-yl)methyl)-4-(piperazin-1-yl)pyridin-3-amine FC=1C(=C(C=NC1)NCC=1C=C2N=CC=NC2=C(C1)F)N1CCNCC1